[4-(N-2-methoxybenzoylsulphamoyl)phenyl]-3-methylurea COC1=C(C(=O)NS(=O)(=O)C2=CC=C(C=C2)NC(=O)NC)C=CC=C1